O[C@H](CC)C=1N=C(SC1)C(=O)C1=CNC2=CC=CC=C12 |r| racemic-(4-(1-hydroxypropyl)thiazol-2-yl)(1H-indol-3-yl)methanone